4-(4-amino-2-{4-[(2-fluoroacrylamido)]phenyl}-7-(3-hydroxy-3-methylbut-1-ynyl)-1-methylpyrrolo[3,2-c]pyridin-3-yl)-N-[(fluorocyclopropyl)methyl]-2-methoxybenzamide NC1=NC=C(C2=C1C(=C(N2C)C2=CC=C(C=C2)NC(C(=C)F)=O)C2=CC(=C(C(=O)NCC1(CC1)F)C=C2)OC)C#CC(C)(C)O